(2-(benzyloxy)-5-cyanoquinolin-6-yl)-N-(tert-butoxycarbonyl)glycine methyl ester COC(CN(C(=O)OC(C)(C)C)C=1C(=C2C=CC(=NC2=CC1)OCC1=CC=CC=C1)C#N)=O